1-5-cyclopentyl-6-((dimethylamino)methyl)pyridin-2-amine C1CCCC1N1C(C=CC=C1CN(C)C)N